N-Bocmorpholone C(=O)(OC(C)(C)C)N1C(COCC1)=O